pentacyclo[6.3.1.13,6.02,7.09,11]tridecane C12C3C4CCC(C3C(C3CC31)C2)C4